CS(=O)(=O)O.N1N=CC2=CC(=CC=C12)NC1=NC(=NC2=CC=CC=C12)C=1C=C(OCC(=O)NC(C)C)C=CC1 2-{3-[4-(1H-indazol-5-ylamino)-2-quinazolinyl]phenoxy}-N-(propan-2-yl)acetamide methanesulfonate